propylene fluorobisulfate S(O)(=O)(=O)F.C=CC